BrC1=C(C=CC=C1)OCOC 1-bromo-2-(methoxymethoxy)benzene